(3aR,5s,6aS)-N-(6-(2-methyl-4-(trifluoromethyl)-2H-indazol-5-yl)pyridazin-3-yl)-2-((tetra-hydro-2H-pyran-4-yl)methyl)octahydro-cyclopenta[c]pyrrol-5-amine CN1N=C2C=CC(=C(C2=C1)C(F)(F)F)C1=CC=C(N=N1)NC1C[C@@H]2[C@@H](CN(C2)CC2CCOCC2)C1